histamine phosphate P(=O)(O)(O)O.NCCC1=CNC=N1